C[C@H]1O[C@H](CN(C1)C=1C=CC=2N(C1)N=C(N2)C2=C1C=C(N=CC1=C(N=C2)NC)NC(=O)[C@H]2[C@H](C2)F)C (1S,2S)-N-(5-(6-((2R,6S)-2,6-dimethylmorpholino)-[1,2,4]triazolo[1,5-a]pyridin-2-yl)-8-(methylamino)-2,7-naphthyridin-3-yl)-2-fluorocyclopropane-1-carboxamide